OC1=C(C(=O)OC)C=CC(=C1)NC(CSC=1SC(=NN1)C)=O Methyl 2-hydroxy-4-(2-((5-methyl-1,3,4-thiadiazol-2-yl)thio)acetamido)benzoate